OC(C#N)CCSC 2-hydroxy-4-(methylthio)butanenitrile